FC1(CC[C@@H]2CN(C[C@@H]21)C2=NC=CC(=C2)OC2=CC(=C(C=C2)NC2=NC=NC1=CC(=C(C=C21)NC2CCN(CC2)C(C=C)=O)OC)F)F 1-(4-((4-((4-((2-((3aR,6aS)-4,4-difluorohexahydrocyclopenta[c]pyrrol-2(1H)-yl)pyridin-4-yl)oxy)-2-fluorophenyl)amino)-7-methoxyquinazolin-6-yl)amino)piperidin-1-yl)prop-2-en-1-one